ClC=1C=C(C=C(C1)OC)C1=CN=C(O1)CSC1=NC(=CC(=N1)N)C 2-({[5-(3-Chloro-5-methoxyphenyl)-1,3-oxazol-2-yl]methyl}sulfanyl)-6-methylpyrimidin-4-amin